C(C)(C)(C)OC(NCCCOC1=CC=C(C=C1)N[C@@H]1C[C@@H](N(C2=CC=CC=C12)C(CC)=O)C)=O tert-butyl(3-(4-(((2S,4R)-2-methyl-1-propionyl-1,2,3,4-tetrahydroquinolin-4-yl)amino)phenoxy)propyl)carbamate